N-(3-((5-chloro-4-((2-methoxy-4-(piperazin-1-yl)phenyl)amino)pyrimidin-2-yl)amino)phenyl)propanamide ClC=1C(=NC(=NC1)NC=1C=C(C=CC1)NC(CC)=O)NC1=C(C=C(C=C1)N1CCNCC1)OC